C(#N)C(C)(C)C1=CC=C(C=C1)N1C(N(C(C1=O)(C)C)CC1=CC(=NC=C1)N[C@H](CC#N)C)=O (S)-3-((4-((3-(4-(2-cyanopropan-2-yl)phenyl)-5,5-dimethyl-2,4-dioxoimidazolidin-1-yl)methyl)pyridin-2-yl)amino)butanenitrile